BrC1=CC(=C(C(=C1)F)CNC(C1=C(C=CC=C1)OC)=O)F N-[(4-bromo-2,6-difluoro-phenyl)methyl]-2-methoxy-benzamide